ethyl 2-diazo-3-oxopropanoate [N+](=[N-])=C(C(=O)OCC)C=O